Succinimidyl-6-[β-maleimidopropionamido]hexanoate C1(CCC(N1C(C(=O)[O-])CCCCNC(CCN1C(C=CC1=O)=O)=O)=O)=O